L-galactosaminyl-L-serine C1([C@@H](N)[C@H](O)[C@H](O)[C@@H](O1)CO)N[C@@H](CO)C(=O)O